1-[4-(Bromomethyl)piperidin-1-yl]-2-(tert-butoxy)ethanone BrCC1CCN(CC1)C(COC(C)(C)C)=O